triethanol salicylate C(C=1C(O)=CC=CC1)(=O)O.C(C)O.C(C)O.C(C)O